acryloyloxy-2,2,3,3-tetrafluorobutane C(C=C)(=O)OCC(C(C)(F)F)(F)F